FC1=C(CN2CCC(CC2)O)C=CC(=C1)C1=NOC(=N1)C(F)(F)F 1-(2-fluoro-4-(5-(trifluoromethyl)-1,2,4-oxadiazol-3-yl)benzyl)-4-hydroxypiperidin